(3S,4S)-8-(2-((2-chloro-3-(1-ethyl-1H-pyrazole-3-yl)phenyl)mercapto)pyrimidine-5-yl)-3-methyl-2-oxa-8-azaspiro[4.5]decane-4-amine ClC1=C(C=CC=C1C1=NN(C=C1)CC)SC1=NC=C(C=N1)N1CCC2([C@@H]([C@@H](OC2)C)N)CC1